ClC1=CC=CC(=N1)C1=CN=C2N1CCN=C2 3-(6-chloropyridin-2-yl)-5,6-dihydroimidazo[1,2-a]pyrazine